4-amino-2-(1-(3,3-dimethylbutanoyl)azetidin-3-yl)isoindoline-1,3-dione NC1=C2C(N(C(C2=CC=C1)=O)C1CN(C1)C(CC(C)(C)C)=O)=O